CN1CCCC12CCN(CC2)C2=NC1=C(N2C(=O)NCC#CC(C)C)C=CC=C1 (1-Methyl-1,8-diazaspiro[4.5]decan-8-yl)-N-(4-methylpent-2-yn-1-yl)-1H-benzo[d]imidazole-1-carboxamide